NC(C(=O)N1CC(C1)OC1=C(C=2O[B-](CCC2C=C1)(O)O)C(=O)O)C1=CN=CN1C 8-({1-[amino(1-methyl-1H-imidazol-5-yl)acetyl]azetidin-3-yl}oxy)-4,4-dihydroxy-5-oxa-4-boranuidabicyclo[4.4.0]deca-1(6),7,9-triene-7-carboxylic acid